2,3-dichloro-2'-methyl-spiro[4,5-dihydrothieno[2,3-c]pyran-7,4'-piperidine]-1'-carboxylic acid tert-butyl ester C(C)(C)(C)OC(=O)N1C(CC2(CC1)OCCC1=C2SC(=C1Cl)Cl)C